4-(methyl-(2-((tetrahydro-2H-pyran-2-yl)oxy)ethyl)amino)benzaldehyde CN(C1=CC=C(C=O)C=C1)CCOC1OCCCC1